C(C)(C)(C)OC(=O)NCCN(C(CC[C@@H](C(=O)NCCCCCCCCCCC(=O)OCC=C)NC(=O)OC(C)(C)C)=O)CCNC(=O)OC(C)(C)C Allyl 11-[[(2S)-5-[bis[2-(tert-butoxycarbonylamino)ethyl]amino]-2-(tert-butoxycarbonylamino)-5-oxo-pentanoyl]amino]undecanoate